SCCSCC(CSCCS)SCCS 1,2,3-Tris(mercapto-ethylthio)propan